NC=1C(=C2CN(CC2=CC1)C(C(F)(F)F)=O)Br 1-(5-amino-4-bromoisoindolin-2-yl)-2,2,2-trifluoroethan-1-one